2-Cyano-1-(2-(dimethylamino)-2-(thiophen-3-yl)ethyl)-3-(6-bromo-1,2,3,4-tetrahydronaphthalen-2-yl)guanidine C(#N)N=C(NCC(C1=CSC=C1)N(C)C)NC1CC2=CC=C(C=C2CC1)Br